C(#N)C=1C(=CC(=NC1S)C=1C=NC(=NC1)C(=O)OCC)C=1N(C(=NC1)C)C ethyl 5-[5-cyano-4-(2,3-dimethylimidazol-4-yl)-6-sulfanyl-2-pyridyl]pyrimidine-2-carboxylate